(R)-N-(2-fluoro-5-hydroxy-4-(hydroxycarbamoyl)phenyl)-1-((perfluorophenyl)sulfonyl)-N-(4-(tetrahydro-2H-pyran-4-yl)benzyl)azetidine-2-carboxamide FC1=C(C=C(C(=C1)C(NO)=O)O)N(C(=O)[C@@H]1N(CC1)S(=O)(=O)C1=C(C(=C(C(=C1F)F)F)F)F)CC1=CC=C(C=C1)C1CCOCC1